ClC=1C(=NC(=NC1)NC1=C(C=C(C=C1)F)Cl)C=1C=C2C(N(C=NN2C1)[C@H](C(=O)N[C@H](CO)C1=CC(=CC(=C1)F)Cl)C)=O (S)-2-(6-(5-chloro-2-((2-chloro-4-fluorophenyl)amino)pyrimidin-4-yl)-4-oxopyrrolo[2,1-f][1,2,4]triazin-3(4H)-yl)-N-((S)-1-(3-chloro-5-fluorophenyl)-2-hydroxyethyl)propionamide